6-bromo-5-(2,4-difluorophenoxy)-1H-pyrrolo[3,2-b]pyridine BrC=1C=C2C(=NC1OC1=C(C=C(C=C1)F)F)C=CN2